C(C)OCCOCCOC(C=C)=O Acrylic acid ethoxyethoxyethyl ester